6-[5-acetyl-1-(4-chloro-phenyl)-7-fluoro-1-(3-hydroxy-cyclopentyloxy)-3-oxo-1,3-dihydro-isoindol-2-ylmethyl]-nicotinonitrile C(C)(=O)C=1C=C2C(N(C(C2=C(C1)F)(OC1CC(CC1)O)C1=CC=C(C=C1)Cl)CC1=NC=C(C#N)C=C1)=O